((1-(3,5-difluorophenyl)-4-oxobutyl)carbamoyl)-3-hydroxyazetidine-1-carboxylic acid tert-butyl ester C(C)(C)(C)OC(=O)N1C(C(C1)O)C(NC(CCC=O)C1=CC(=CC(=C1)F)F)=O